4-{4-ethyl-5-oxo-3-[(tetrahydro-2H-pyran-2-yloxy)methyl]-4,5-dihydro-1H-1,2,4-triazol-1-yl}-2,5-difluorobenzonitrile C(C)N1C(=NN(C1=O)C1=CC(=C(C#N)C=C1F)F)COC1OCCCC1